4-(6-chloro-1-((2-(trimethylsilyl)ethoxy)methyl)-1H-pyrrolo[3,2-c]pyridin-2-yl)picolinonitrile ClC1=CC2=C(C=N1)C=C(N2COCC[Si](C)(C)C)C2=CC(=NC=C2)C#N